3-(5''-(methylsulfonamido)dispiro[cyclopropane-1,1'-cyclohexane-4',3''-indoline]-1''-carbonyl)-N-(spiro[2.2]pentan-1-yl)benzenesulfonamide CS(=O)(=O)NC=1C=C2C3(CN(C2=CC1)C(=O)C=1C=C(C=CC1)S(=O)(=O)NC1CC12CC2)CCC2(CC3)CC2